1-[4-(2,2-dioxido-3,4,6,7,8,9-hexahydropyrido[2,1-c][1,2,4]thiadiazin-9-yl)phenyl]ethanone O=S1(N=C2N(CC1)CCCC2C2=CC=C(C=C2)C(C)=O)=O